[2H][C@@](C)(C1=C(C(=CC=C1)C(CO)(F)F)F)N[S@](=O)C(C)(C)C (R)-N-[(1R)-1-deuterio-1-[3-(1,1-difluoro-2-hydroxy-ethyl)-2-fluoro-phenyl]ethyl]-2-methyl-propane-2-sulfinamide